9-(5-Methylpyridin-2-yl)-2-morpholino-9H-purin-6-yl 4-methylbenzenesulfonate CC1=CC=C(C=C1)S(=O)(=O)OC1=C2N=CN(C2=NC(=N1)N1CCOCC1)C1=NC=C(C=C1)C